5-AMINO-3-FLUORO-6-(METHOXYCARBONYL)PYRIDIN-2-YLBORONIC ACID NC=1C=C(C(=NC1C(=O)OC)B(O)O)F